2-(2-((2-(6,7-dihydro-1H-[1,4]dioxino[2',3':4,5]benzo[1,2-d]imidazol-2-yl)ethyl)amino)ethyl)-N-((3-methylpyridin-2-yl)methyl)oxazole-4-carboxamide N1C(=NC2=C1C=C1C(=C2)OCCO1)CCNCCC=1OC=C(N1)C(=O)NCC1=NC=CC=C1C